ClC=1C(=NC=2CN(CCC2C1)CC=1N(C2=C(N1)C=CC(=C2)C(=O)OC)CC2(CC2)C#N)O methyl 2-[(3-chloro-2-hydroxy-6,8-dihydro-5H-1,7-naphthyridin-7-yl) methyl]-3-[(1-cyanocyclopropyl) methyl]-1,3-benzodiazole-5-carboxylate